CS(=CC(CCN1C=C(C=C1)C(=O)OC)=O)(=O)C Methyl 1-(4-(dimethyl(oxo)-λ6-sulfanylidene)-3-oxobutyl)-1H-pyrrole-3-carboxylate